[(4R)-4-{3-[(4-{4-fluoro-2-[(3R)-3-methylmorpholine-4-carbonyl]phenyl}-1-methyl-1H-indazol-7-yl)methyl]azetidin-1-yl}-5-methylhexyl](2-methoxyethyl)methanamine FC1=CC(=C(C=C1)C1=C2C=NN(C2=C(C=C1)CC1CN(C1)[C@H](CCCC(N)CCOC)C(C)C)C)C(=O)N1[C@@H](COCC1)C